BrC1=CC(=C(C=O)C(=C1)C)C 4-bromo-2,6-dimethyl-benzaldehyde